N-[(3R,4S)-1-(2,2-difluorocyclopropanecarbonyl)-4-fluoropyrrolidin-3-yl]-2,4-difluorobenzamide FC1(C(C1)C(=O)N1C[C@H]([C@H](C1)F)NC(C1=C(C=C(C=C1)F)F)=O)F